2-((2-(methacryloyloxy)ethyl)(methyl)((perfluorophenyl)methyl)ammonio)-acetate C(C(=C)C)(=O)OCC[N+](CC(=O)[O-])(CC1=C(C(=C(C(=C1F)F)F)F)F)C